2-chloro-2'-methyl-3'-(3-(piperidin-1-yl)propyl)-[1,1'-biphenyl] ClC1=C(C=CC=C1)C1=C(C(=CC=C1)CCCN1CCCCC1)C